2-amino-1-(morpholin-4-yl)-ethan-1-one NCC(=O)N1CCOCC1